C(C1=CC=CC=C1)(=O)ON1C=COC2=C(C1C1=CC=CC=C1)C(=NN2C2=CC=C(C=C2)C)C(F)(F)F 5-(benzoyloxy)-4-phenyl-1-(p-tolyl)-3-(trifluoromethyl)-4,5-dihydro-1H-pyrazolo[4,3-f][1,4]oxazepin